N1=CC(=C(C=C1C)C)S(=O)(=O)C1OC2(CC1N1CC3(CCOC3)CC1)CCNCC2 ((4,6-lutidin-3-yl)sulfonyl)-3-(2-oxa-7-azaspiro[4.4]non-7-yl)-1-oxa-8-azaspiro[4.5]decane